trans-4-(pyridin-2-yloxylcyclohexyl)-5-(pyrrolidin-1-yl)-5,6-dihydro-4H-[1,2,4]triazolo[4,3-a][1]benzazepine N1=C(C=CC=C1)OC1(CCCCC1)[C@@H]1C=2N(C3=C(C[C@H]1N1CCCC1)C=CC=C3)C=NN2